N-(3-cyano-4-((6,7-dimethoxyquinolin-4-yl)oxy)phenyl)-2-(4-chloro-3-(trifluoromethyl)phenyl)acetamide C(#N)C=1C=C(C=CC1OC1=CC=NC2=CC(=C(C=C12)OC)OC)NC(CC1=CC(=C(C=C1)Cl)C(F)(F)F)=O